BrC=1C(=NC2=CC(=NC=C2C1)Cl)NC(=N)C1CC1 N-(3-bromo-7-chloro-1,6-naphthyridin-2-yl)cyclopropanecarboximidamide